N-[(S)-{5-[2-(dimethylcarbamoyl)phenyl]-1H-imidazo[4,5-b]pyridin-2-yl}(4-methyl-cyclohexyl)methyl]-2-ethylpyrazole-3-carboxamide CN(C(=O)C1=C(C=CC=C1)C1=CC=C2C(=N1)N=C(N2)[C@@H](NC(=O)C=2N(N=CC2)CC)C2CCC(CC2)C)C